FC1=CC(=CC=2CCC(CC12)=O)C#N 4-fluoro-6-oxo-5,6,7,8-tetrahydronaphthalene-2-carbonitrile